C(CCCCCCCC)C1=NC2=C(N1C=1C=C(SC1)C(=O)N)C=CC=C2 4-(2-nonyl-1H-benzo[d]imidazol-1-yl)thiophene-2-carboxamide